2-(difluoromethoxy)-N-((1S,2R)-2-(2,3-dihydro-1H-inden-4-yl)-1-(5-oxo-4,5-dihydro-1,3,4-oxadiazol-2-yl)propyl)benzenesulfonamide FC(OC1=C(C=CC=C1)S(=O)(=O)N[C@@H]([C@H](C)C1=C2CCCC2=CC=C1)C=1OC(NN1)=O)F